ClC=1C(=CC2=C(NC(=N2)OC=2C=CC(=C(C(=O)NO)C2)C)C1)C1=CC=C(C=C1)C1=C(C=CC=C1)O 5-((6-chloro-5-(2'-hydroxy-[1,1'-biphenyl]-4-yl)-1H-benzo[d]imidazol-2-yl)oxy)-N-hydroxy-2-methylbenzamide